N-(1-oxo-1,3-dihydro-2-benzofuran-5-yl)-2-phenyl-acetamide O=C1OCC2=C1C=CC(=C2)NC(CC2=CC=CC=C2)=O